S1CCN(CC1)CC/C(/C(=O)OC)=C\C(=O)[O-] methyl (2-thiomorpholinoethyl)fumarate